(R)-2-Amino-3-(3-(4-ethyl-1-methyl-1H-pyrazol-5-yl)-5-fluorobenzamido)propanoic acid N[C@@H](C(=O)O)CNC(C1=CC(=CC(=C1)F)C1=C(C=NN1C)CC)=O